[(1S)-2-benzyl oxy-1-methyl-2-oxo-ethyl] 3-formylbenzoate C(=O)C=1C=C(C(=O)O[C@H](C(=O)OCC2=CC=CC=C2)C)C=CC1